racemic-1-[3-isopropyl-8-[[1-[[(2S)-morpholin-2-yl]methyl]-4-piperidinyl]amino]imidazo[1,2-a]pyridin-6-yl]ethanol C(C)(C)C1=CN=C2N1C=C(C=C2NC2CCN(CC2)C[C@@H]2CNCCO2)[C@@H](C)O |&1:26|